N-(5-(4-bromo-3-nitro-1H-pyrazol-1-yl)-2-methoxyphenyl)acrylamide BrC=1C(=NN(C1)C=1C=CC(=C(C1)NC(C=C)=O)OC)[N+](=O)[O-]